3-methylthio-5-hexylsulfanyl-1-[3-(trimethoxysilyl)propyl]-1,2,4-triazole CSC1=NN(C(=N1)SCCCCCC)CCC[Si](OC)(OC)OC